11-(2-aminoethyl)aminoundecyl-triethoxysilane NCCNCCCCCCCCCCC[Si](OCC)(OCC)OCC